(cyclopentyloxy)-4-ethynyl-6-methylpyrimidine C1(CCCC1)OC1=NC(=CC(=N1)C#C)C